4-methoxybutyl acetate (4-methoxybutyl acetate) COCCCCCC(=O)O.C(C)(=O)OCCCCOC